5,6-difluoro-4,7-diiodobenzo[c][1,2,5]thiadiazole FC1=C(C=2C(=NSN2)C(=C1F)I)I